2,3,4,6,7,8-hexahydropyrrolo[1,2-a]pyrimidine N1=C2N(CCC1)CCC2